CC1(C(NC2=NC=CC(=C21)C2=NN(C1=CC=CC=C21)[C@H]2[C@@H](CNCC2)F)=O)C |r| 3,3-dimethyl-4-[1-[rac-(3r,4r)-3-fluoro-4-piperidinyl]indazol-3-yl]-1H-pyrrolo[2,3-b]pyridin-2-one